6-(3-bromophenyl)-2,3,4,5-tetrahydropyridine BrC=1C=C(C=CC1)C=1CCCCN1